1-phenyl-N5-(4-(2-(piperidin-1-yl)ethoxy)phenyl)-1H-1,2,4-triazole-3,5-diamine C1(=CC=CC=C1)N1N=C(N=C1NC1=CC=C(C=C1)OCCN1CCCCC1)N